4-ethoxycarbonylpiperazine bisulfate S(O)(O)(=O)=O.C(C)OC(=O)N1CCNCC1